O1COC2=C1C=CC(=C2)\C=C/2\C(N1C(=NC(=C(C1C1=CC=C(C=C1)Cl)C(=O)OC(C)C)C)S2)=O isopropyl (Z)-2-(benzo[d][1,3]dioxol-5-ylmethylene)-5-(4-chlorophenyl)-7-methyl-3-oxo-2,3-dihydro-5H-thiazolo[3,2-a]pyrimidine-6-carboxylate